7-chloro-N-[(1R)-1-cyclopropyl-2,2,2-trifluoroethyl]-6-fluoro-1-(4-fluoro-2,6-dimethylphenyl)-4-oxo-1,4-dihydro-1,8-naphthyridine-3-carboxamide ClC1=C(C=C2C(C(=CN(C2=N1)C1=C(C=C(C=C1C)F)C)C(=O)N[C@@H](C(F)(F)F)C1CC1)=O)F